F[C@H]1[C@H](CNC1)OC1=NOC(=C1C1=CC=2N(C=C1)N=C(C2)NC(=O)C2CC2)C N-[5-[3-[(3S,4R)-4-fluoropyrrolidin-3-yl]oxy-5-methyl-isoxazol-4-yl]pyrazolo[1,5-a]pyridin-2-yl]cyclopropanecarboxamide